CN1[C@H]2CN(C[C@@H]1CC2)C2=CC=C(C=C2)NC2=NC=C(C(=C2)NCCCN2C(CCCCC2)=O)C(F)(F)F 1-(3-((2-((4-((1R,5S)-8-methyl-3,8-diazabicyclo[3.2.1]octan-3-yl)phenyl)amino)-5-(trifluoromethyl)pyridin-4-yl)amino)propyl)azepan-2-one